FC=1C=C2C([C@]3(C(=NC2=CC1C)N(CC3)C=3C=CC1=C(C=C(O1)C)C3)O)=O (S)-6-Fluoro-3a-hydroxy-7-methyl-1-(2-methylbenzofuran-5-yl)-1,2,3,3a-tetrahydro-4H-pyrrolo[2,3-b]quinolin-4-one